C12C(C(CC1)OCC1CO1)O2 3-epoxycyclopentylglycidyl ether